O=C1C(C(CC1)CC(=O)OCC)C\C=C/CC ethyl (Z)-2-(3-oxo-2-(pent-2-en-1-yl)cyclopentyl)acetate